tert-butyl 1,7-dihydroxybenzo[d][1,2,3]diazaborinine-2(1H)-carboxylate OB1N(N=CC2=C1C=C(C=C2)O)C(=O)OC(C)(C)C